O=C(CC(C#N)C1=CC=CC=C1)C1=NC=CC=C1 4-oxo-2-phenyl-4-(pyridin-2-yl)butyronitrile